C(C)(C)(C)C1=CC(=C2CCC(C2=C1)(C)C)C(C)OC1=CC=C(C=C1)C(C)C 6-(tert-butyl)-4-(1-(4-isopropylphenoxy)ethyl)-1,1-dimethyl-2,3-dihydro-1H-indene